C(C#C)OC1=CC=C(C=C1)N([C@@H](CC1=CC=CC=C1)C(=O)O)C1=CC=CC=C1 4-propargyloxyphenylphenylphenylalanine